N-(4-fluoro-3-((2-((1-methyl-1H-pyrazol-4-yl)amino)-5-(4-(trifluoromethyl)phenyl)pyrimidin-4-yl)amino)phenyl)acrylamide-3,3-d2 FC1=C(C=C(C=C1)NC(C=C([2H])[2H])=O)NC1=NC(=NC=C1C1=CC=C(C=C1)C(F)(F)F)NC=1C=NN(C1)C